COC=1C=C(C=C(C1)OC)C(C)(C(CCCCC)(O)C1=CC(=CC=C1)F)C 2-(3,5-dimethoxyphenyl)-3-(3-fluorophenyl)-2-methyloctan-3-ol